Cl.C(CCCCCCC)[N+](C)(CCCCCCCC)CCCCCCCC trioctylmethylammonium hydrochloride